ClC1=CC=C(C=C1)NC1=C(C=C(C=C1)NC(C=C)=O)C=1N=CN(C1)C N-(4-((4-chlorophenyl)amino)-3-(1-methyl-1H-imidazol-4-yl)phenyl)acrylamide